tert-butyl (1-(3-(4-(4-((2,6-dioxopiperidin-3-yl)(methyl)amino)-2-fluorophenyl)piperazin-1-yl)propanoyl)piperidin-4-yl)carbamate O=C1NC(CCC1N(C1=CC(=C(C=C1)N1CCN(CC1)CCC(=O)N1CCC(CC1)NC(OC(C)(C)C)=O)F)C)=O